C[N+](C)(C)CCC(=O)[O-] The molecule is a beta-alanine derivative arising from quaternisation of the nitrogen of beta-alanine with three methyl groups and removal of the proton attached to the carboxy group. It is an osmoprotective compound accumulated by most members of the highly stress-tolerant Plumbaginaceae family. It has a role as a plant metabolite. It is an amino-acid betaine and a beta-alanine derivative.